methyl 3-(3-(3-fluoro-4-methyl-5-(6-(4-methylpiperazin-1-yl)imidazo[1,2-a]pyridine-3-carboxamido)phenyl)-1,2,4-oxadiazol-5-yl)azetidine-1-carboxylate FC=1C=C(C=C(C1C)NC(=O)C1=CN=C2N1C=C(C=C2)N2CCN(CC2)C)C2=NOC(=N2)C2CN(C2)C(=O)OC